C1=NC=CC2=C(C=CC=C12)CNC(=O)[C@@H]1CNC[C@H]1C1=CC=CC=C1 (3S,4R)-N-(isoquinolin-5-ylmethyl)-4-phenylpyrrolidine-3-carboxamide